bromo-1-ethyl-7-fluoro-N-methyl-N-Phenyl-[1,2,4]triazolo[4,3-a]quinazolin-5-amine BrC1=C2C(=NC=3N(C2=CC=C1F)C(=NN3)CC)N(C3=CC=CC=C3)C